C(C1=CC=CC=C1)OC=1C=CC(=C(C(=O)O)C1)B(O)O 5-(BENZYLOXY)-2-BORONOBENZOIC ACID